(2-(1,3-dioxolan-2-yl)ethyl)zinc chloride [Cl-].O1C(OCC1)CC[Zn+]